N-(2-fluoro-4-methyl-5-(pyrrolo[2,1-f][1,2,4]triazin-2-yl)phenyl)-3,4-dihydro-1,4-methanoisoquinoline-2(1H)-carboxamide FC1=C(C=C(C(=C1)C)C1=NN2C(C=N1)=CC=C2)NC(=O)N2C1C3=CC=CC=C3C(C2)C1